2,4,6-tris(2-Hydroxy-3-methyl-4-ethoxycarbonylethoxyphenyl)-1,3,5-triazine OC1=C(C=CC(=C1C)OCCC(=O)OCC)C1=NC(=NC(=N1)C1=C(C(=C(C=C1)OCCC(=O)OCC)C)O)C1=C(C(=C(C=C1)OCCC(=O)OCC)C)O